C1(=CC=CC=C1)N1C(C(C2=CC=CC=C12)(O)C1=CNC2=CC=CC=C12)=O 1-phenyl-3-(3-indolyl)-3-hydroxy-indol-2-one